tert-butyl (R)-(1-(2-(6-cyano-3-ethylpyrazolo[1,5-a]pyridin-2-yl)-1H-pyrrolo[2,3-b]pyridin-6-yl)ethyl)carbamate C(#N)C=1C=CC=2N(C1)N=C(C2CC)C2=CC=1C(=NC(=CC1)[C@@H](C)NC(OC(C)(C)C)=O)N2